OCC1(CC(C1)NC=1N=NC(=C2C1C=NC=C2)C2=C(C=C(C=C2)C(F)(F)F)OCC2=CC=C(C=C2)OC)O 1-(hydroxymethyl)-3-[[1-[2-[(4-methoxyphenyl)methoxy]-4-(trifluoromethyl)phenyl]pyrido[3,4-d]pyridazin-4-yl]amino]cyclobutanol